2-methyl-1,3-heptanediol CC(CO)C(CCCC)O